6-Cyclopropanamido-4-{[3-methoxy-4-(5-methyl-1,2,4-oxadiazol-3-yl)pyridin-2-yl]amino}-N-(2H3)methylpyridin-3-carboxamid C1(CC1)C(=O)NC1=CC(=C(C=N1)C(=O)NC([2H])([2H])[2H])NC1=NC=CC(=C1OC)C1=NOC(=N1)C